C=C1COCC=2C1=NC=CC2 8-methylene-7,8-dihydro-5H-pyrano[4,3-b]pyridine